BrC=1C=C(C=CC1N1CCC(CC1)C(F)(F)F)NC1=CC=C(CNC(=O)C2CNC(C2)=O)C=C1 N-(4-((3-bromo-4-(4-(trifluoromethyl)piperidin-1-yl)phenyl)amino)benzyl)-5-oxopyrrolidine-3-carboxamide